3-[4-(3-aminoazetidin-1-yl)phenyl]piperidine-2,6-dione NC1CN(C1)C1=CC=C(C=C1)C1C(NC(CC1)=O)=O